2-(difluoromethoxy)-6-fluorobenzonitrile FC(OC1=C(C#N)C(=CC=C1)F)F